4-phenyl-3,4-dihydro-2H-1-benzopyran C1(=CC=CC=C1)C1CCOC2=C1C=CC=C2